C12CCCC(CC1)C2 bicyclo[3.2.1]-octane